CC1(C(C1(C)C)C(=O)N)C 2,2,3,3-tetramethylcyclopropane-1-carboxamide